potassium 7-methyl-5,8-dioxo-3,4,5,6,7,8-hexahydro-2H-chromene-7-sulfonate CC1(CC(C=2CCCOC2C1=O)=O)S(=O)(=O)[O-].[K+]